5-[[(2S)-1-[3-[4-(5-Chloropyrimidin-2-yl)piperazin-1-yl]-3-oxopropoxy]propan-2-yl]amino]-4-(trifluoromethyl)-2,3-dihydropyridazin-3-one ClC=1C=NC(=NC1)N1CCN(CC1)C(CCOC[C@H](C)NC1=C(C(NN=C1)=O)C(F)(F)F)=O